1-methyl-5-(anilino)-1,5-dihydro-4H-pyrazolo[3,4-d]pyrimidine-4-one CN1N=CC2=C1N=CN(C2=O)NC2=CC=CC=C2